C[C@](C=C)(C\C=C\C(=C)C)O (E,R)-3,7-DIMETHYL-1,5,7-OCTATRIEN-3-OL